ClC=1C=C(C=CC1Cl)N1C(OCC[C@H]1C1=NC2=C(N1[C@@H]1CC[C@H](CC1)OC[2H])C=CC(=C2)C=2C(=NOC2C)C)=O (S)-3-(3,4-dichlorophenyl)-4-(5-(3,5-dimethylisoxazol-4-yl)-1-((trans)-4-deuteromethoxycyclohexyl)-1H-benzo[d]imidazol-2-yl)-1,3-oxazinane-2-one